diacetyl-propylenediamine C(C)(=O)N(C(CN)C)C(C)=O